bis(3-(2-(dimethylamino)ethyl)-1H-indol-4-yl) 2,2-dimethylmalonate CC(C(=O)OC1=C2C(=CNC2=CC=C1)CCN(C)C)(C(=O)OC1=C2C(=CNC2=CC=C1)CCN(C)C)C